METHYLADENOSINE C[C@@]1([C@@H]([C@@H]([C@H](O1)CO)O)O)N2C=NC3=C(N=CN=C32)N